C(C)(C)(C1=CC=CC=C1)C1=CC=CC=C1 cumyl-benzene